C(CCCCCCC\C=C/C\C=C/CCCCC)(=O)OCC(COC(CCC(OCCCC(C(C(C(F)(F)F)(F)F)(F)F)(F)F)OCCCC(C(C(C(F)(F)F)(F)F)(F)F)(F)F)=O)CO 3-((4,4-bis((4,4,5,5,6,6,7,7,7-nonafluoroheptyl)oxy)butanoyl)oxy)-2-(hydroxymethyl)propyl (9Z,12Z)-octadeca-9,12-dienoate